C1(CC1)S(=O)(=N)C1=C(C=CC(=C1)C=1C2=C(N=C(N1)N1[C@H]([C@@H](C1)O)C)C(CC2)(F)F)OC cyclopropyl(5-(7,7-difluoro-2-((2S,3R)-3-hydroxy-2-methylazetidin-1-yl)-6,7-dihydro-5H-cyclopenta[d]pyrimidin-4-yl)-2-methoxyphenyl)(imino)-λ6-sulfanone